NC1=NC=C(C=C1OCC1=C(C#N)C=CC=C1)C1=CC=C(C=C1)C(=O)N1[C@H](CCC1)CN1CCCC1 2-{2-amino-5-[4-((2R)-2-pyrrolidin-1-ylmethyl-pyrrolidine-1-carbonyl)-phenyl]-pyridin-3-yloxymethyl}-benzonitrile